O=C1C(=CC=2C(=C3CCCN4C3=C(C2)CCC4)O1)C(=O)O 11-oxo-2,3,6,7-tetrahydro-1H,5H,11H-pyrano[2,3-f]pyrido[3,2,1-ij]quinoline-10-carboxylic acid